ClC=1C=C(C=C(C1)Cl)C[C@@H](C(=O)O)NC(=O)OCC1C2=CC=CC=C2C=2C=CC=CC12 (2S)-3-(3,5-dichlorophenyl)-2-(9H-fluoren-9-ylmethoxycarbonylamino)propanoic acid